N-[2-(6-bromo-2-pyridyl)-2-(1-methylpyrazol-4-yl)propyl]-5-(2,4-difluorophenyl)isoxazole-3-carboxamide BrC1=CC=CC(=N1)C(CNC(=O)C1=NOC(=C1)C1=C(C=C(C=C1)F)F)(C)C=1C=NN(C1)C